2,5-dibromo-3,4-diheptylthiophene BrC=1SC(=C(C1CCCCCCC)CCCCCCC)Br